FC(CN1C(=NC=2C1=NC(=CC2)C=2C=CN1N=C(N=CC12)N[C@@H]1CC[C@@H](CC1)CN1CCN(CC1)C)C)F 5-(3-(2,2-Difluoroethyl)-2-methyl-3H-imidazo[4,5-b]pyridin-5-yl)-N-(cis-4-((4-methylpiperazin-1-yl)methyl)cyclohexyl)pyrrolo[2,1-f][1,2,4]triazin-2-amine